FC1=CC(=CC2=CN(N=C12)C1CCNCC1)C=1C=C(C=2N(C1)C=C(N2)C)F 7-fluoro-5-(8-fluoro-2-methylimidazo[1,2-a]pyridin-6-yl)-2-(piperidin-4-yl)-2H-indazole